FC(C1=CC=C(C=N1)C=1C=C2C=CC(=NC2=CC1)N1CCCCC1)(F)F 1-(6-(6-(Trifluoromethyl)pyridin-3-yl)chinolin-2-yl)piperidin